OC1=C(C=C(C=C1)CCOC(C(=C)C)=O)N1N=C2C(=N1)C=CC=C2 2-(2'-hydroxy-5'-methacryloyloxyethylphenyl)benzotriazole